1'-(1-((1-(tert-butoxycarbonyl)-5-cyclopropyl-1H-pyrazol-3-yl)amino)-1-oxopropan-2-yl)-2'-oxo-1',2',5,6-tetrahydro-[3,4'-bipyridine]-1(2H)-carboxylic acid tert-butyl ester C(C)(C)(C)OC(=O)N1CC(=CCC1)C1=CC(N(C=C1)C(C(=O)NC1=NN(C(=C1)C1CC1)C(=O)OC(C)(C)C)C)=O